ClC=1C=C(C(=O)OC)C=C(C1)CNCCC1=C(C=CC(=C1)OC)OC methyl 3-chloro-5-(((2,5-dimethoxyphenethyl)amino)methyl)benzoate